1-(4-t-butylphenyl)-3-(4-methoxyphenyl)-1,3-propanedione C(C)(C)(C)C1=CC=C(C=C1)C(CC(=O)C1=CC=C(C=C1)OC)=O